N-(5-(4-(4-(azetidin-1-ylmethyl)-3-methyl-1H-pyrazol-1-yl)pyrimidin-2-ylamino)-2-(4,4-difluoropiperidin-1-yl)-4-methoxyphenyl)acrylamide N1(CCC1)CC=1C(=NN(C1)C1=NC(=NC=C1)NC=1C(=CC(=C(C1)NC(C=C)=O)N1CCC(CC1)(F)F)OC)C